C(C)OC(=O)C1=NC=C(C2=CC=CC=C12)C(C)NC 4-(1-(Methylamino)ethyl)isoquinoline-1-carboxylic acid ethyl ester